C(#N)C=1C=C(C=CC1)N1C=NC(=C1)N1C([C@@H]2N(CCN(C2)C#N)CC1)=O (R)-8-(1-(3-cyanophenyl)-1H-imidazol-4-yl)-9-oxooctahydro-2H-pyrazino[1,2-a]pyrazine-2-carbonitrile